O1C(OCC1)C=1C=CC(=C(C1)N1CCN(CC1)C(=O)OC(C)(C)C)F tert-butyl 4-(5-(1,3-dioxolan-2-yl)-2-fluorophenyl)piperazin-1-carboxylate